2-(tert-Butyl)-6-chloro-1'-methylspiro[indole-3,3'-indolin]-2'-one C(C)(C)(C)C1=NC2=CC(=CC=C2C12C(N(C1=CC=CC=C21)C)=O)Cl